3-(3-cyano-6-(2-hydroxy-2-methylpropyloxy)pyrazolo[1,5-a]pyridin-4-yl)-N-((6-(4-fluoro-1H-pyrazol-1-yl)pyridin-3-yl)methyl)-2,5-dihydro-1H-pyrrole-1-carboxamide C(#N)C=1C=NN2C1C(=CC(=C2)OCC(C)(C)O)C=2CN(CC2)C(=O)NCC=2C=NC(=CC2)N2N=CC(=C2)F